C(C)(C)(C)C1=C(C=C(C=O)C=C1)C=O 4-tert-butyl-isophthalaldehyde